N(=[N+]=[N-])CC(=O)N(CC1=CC=CC=C1)C 2-Azido-N-methyl-N-(phenylmethyl)acetamide